BrC=1C=C(C=CC1)C(CN(C)C)N1C(C=C(C=C1)C1=CN(C2=NC=C(C=C21)N2CCOCC2)S(=O)(=O)C2=CC=C(C)C=C2)=O 1-(1-(3-bromophenyl)-2-(dimethylamino)ethyl)-4-(5-morpholino-1-tosyl-1H-pyrrolo[2,3-b]pyridin-3-yl)pyridin-2(1H)-one